1-{2-[3-(Morpholine-4-yl)propoxy]Phenyl}Propane-1-one methyl-(S)-4-(2-ethyl-3,5-difluorophenyl)-2-methyl-5-oxo-1,4,5,7-tetrahydrofuro[3,4-b]pyridine-3-carboxylate COC(=O)C=1[C@@H](C2=C(NC1C)COC2=O)C2=C(C(=CC(=C2)F)F)CC.N2(CCOCC2)CCCOC2=C(C=CC=C2)C(CC)=O